ClC1=C2N=CC(=NC2=CC=C1)C=1C=NN(C1)[C@@H]1C[C@H](C1)CCCNC=1C=C2C(N(C(C2=CC1)=O)C1C(NC(CC1)=O)=O)=O 5-((3-(trans-3-(4-(5-chloroquinoxalin-2-yl)-1H-pyrazol-1-yl)cyclobutyl)propyl)amino)-2-(2,6-dioxopiperidin-3-yl)isoindoline-1,3-dione